C(C)(C)(C)OC(=O)N1[C@H](CCC1)[C@@H](CO)O (R)-2-((S)-1,2-Dihydroxyethyl)pyrrolidine-1-carboxylic acid tert-butyl ester